NC1=C(C=C(C=C1)C(F)(F)F)Cl 4-amino-3-chlorobenzotrifluoride